7-bromo-3-butyl-5-(4-fluorophenyl)-8-methoxy-2-methyl-2,3,4,5-tetrahydro-1,2,5-benzothiadiazepine 1,1-dioxide BrC=1C(=CC2=C(N(CC(N(S2(=O)=O)C)CCCC)C2=CC=C(C=C2)F)C1)OC